[Al+3].P([O-])([O-])[O-] phosphite aluminium salt